FC([C@H]1CCC=2N1C1=C(N2)C(=CC(=C1)C1=NC(=NC=C1F)NC1=NC=C(C=C1)CN1CCN(CC1)C)F)F (R)-4-(1-(difluoromethyl)-5-fluoro-2,3-dihydro-1H-benzo[d]pyrrolo[1,2-a]imidazol-7-yl)-5-fluoro-N-(5-((4-methylpiperazin-1-yl)methyl)pyridin-2-yl)pyrimidin-2-amine